tert-Butyl 9-(benzylamino)-3-azaspiro[5.5]undecan-3-carboxylate C(C1=CC=CC=C1)NC1CCC2(CCN(CC2)C(=O)OC(C)(C)C)CC1